ClC=1C(=O)N(C(C1Cl)=O)CC1=C(C=CC=C1)C 2,3-dichloro-N-(2-methylbenzyl)maleimide